C1(CCCCC1)CN1CCNCC1 4-(cyclohexylmethyl)piperazin